C(C)C=1C(=C(C(=C(C1)C(C1=CC=CC=C1)(N)N)C)C)CC Diethyldimethyldiaminodiphenylmethane